(S)-5-(5-Chloropyridin-3-yl)-N-(1-cyclopropylethyl)-7-methylpyrazolo[1,5-a]Pyrimidine ClC=1C=C(C=NC1)C1=NC=2N(C(=C1)C)N(CC2)[C@@H](C)C2CC2